6-(1-{4-[(6-methoxypyridin-3-yl)oxy]benzoyl}piperidin-4-yl)-5-methylpyridazin-3-amine trifluoroacetate salt FC(C(=O)O)(F)F.COC1=CC=C(C=N1)OC1=CC=C(C(=O)N2CCC(CC2)C2=C(C=C(N=N2)N)C)C=C1